2,7-di-tert-butyl-9-{1-[3,5-di-tert-butyl-2-(methoxymethoxy)phenyl]-2-methylpropan-1-en-1-yl}-9,9a-dihydro-4aH-fluorene C(C)(C)(C)C1=CC2C(C3=CC(=CC=C3C2C=C1)C(C)(C)C)C(=C(C)C)C1=C(C(=CC(=C1)C(C)(C)C)C(C)(C)C)OCOC